C(C)OP(=O)(OCC)C(P(=O)(OCC)OCC)NC(OCCN(CCCO)CCCO)=O 2-(bis(3-hydroxypropyl)amino)ethyl (bis(diethoxyphosphoryl)methyl)carbamate